FC1(C(C=C(C=C1)Cl)CC(=O)N)OCCOC 2-(2-fluoro-5-chloro-2-(2-methoxy-ethoxy)phenyl)-acetamide